C(CCCCC)C(C(=O)OCCCCCCCCCCC(C)C)CCCCCCCC isotridecyl 2-hexyldecanoate